(1-ethyl-2-hydroxy-2-methyl-propyl)-7-[4-(5-methyl-1,3,4-oxadiazol-2-yl)phenyl]isoindolin-1-one C(C)C(C(C)(C)O)N1C(C2=C(C=CC=C2C1)C1=CC=C(C=C1)C=1OC(=NN1)C)=O